C1(=CC=CC=C1)COC1=C(C=O)C=C(C(=C1Cl)OCC1=CC=CC=C1)C 2,4-bis(phenylmethyloxy)-3-chloro-5-methylbenzaldehyde